2-chloro-N4-(2-(methoxymethoxy)-4-(1-methyl-4-(trifluoromethyl)-1H-imidazol-2-yl)benzyl)-N5-methylpyrimidine-4,5-diamine ClC1=NC=C(C(=N1)NCC1=C(C=C(C=C1)C=1N(C=C(N1)C(F)(F)F)C)OCOC)NC